COC=1C=C(C=C2C(CCN(C2)S(=O)(=O)C2=CC=C(C=C2)NC(C)=O)=O)C=C(C1OC)OC 5-(3,4,5-trimethoxybenzylidene)-N-(4-acetamidobenzenesulfonyl)-4-piperidone